C(C)SC=1C(=CC2=C(N(C(N2C)=O)C)C1)C(=O)NC1=C(N=NC(=C1)C(F)(F)F)NC 6-ethylsulfanyl-1,3-dimethyl-N-[3-(methylamino)-6-(trifluoromethyl)pyridazin-4-yl]-2-oxo-benzimidazole-5-carboxamide